tert-butyl (2-(1-(7-bromo-2-chloro-8-fluoroquinazolin-4-yl)piperidin-3-yl)ethyl)carbamate BrC1=CC=C2C(=NC(=NC2=C1F)Cl)N1CC(CCC1)CCNC(OC(C)(C)C)=O